C(C1=CC=CC=C1)SC1=CC=C(C=C1)[C@@H](C)NC(=O)C1=CC=C(C=C1)C1=CC=C(C=C1)C1=N[C@H](C=2N(C3=C1C(=C(S3)C)C)C(=NN2)C)CC(=O)OC methyl {(6S)-4-[4'-({(1R)-1-[4-(benzylsulfanyl)phenyl]ethyl}carbamoyl)[1,1'-biphenyl]-4-yl]-2,3,9-trimethyl-6H-thieno[3,2-f][1,2,4]triazolo[4,3-a][1,4]diazepin-6-yl}acetate